imidazo[1,5-b]pyridazine-2,4(1H,3H)-dione N1N2C(C(CC1=O)=O)=CN=C2